O1C2=C(OCC1C=1N[C@@H]([C@@H](N1)[2H])[2H])C=CC=C2 (4S,5R)-2-(2,3-dihydrobenzo[b][1,4]dioxin-2-yl)-4,5-dihydro-1H-imidazole-4,5-d2